(4-(5-(3,5-dichlorophenyl)-5-(trifluoromethyl)-4,5-dihydroisoxazol-3-yl)phenyl)(5-methyl-1H-indol-1-yl)methanone ClC=1C=C(C=C(C1)Cl)C1(CC(=NO1)C1=CC=C(C=C1)C(=O)N1C=CC2=CC(=CC=C12)C)C(F)(F)F